(R)-N-(3-(1-(4-methylisoxazol-3-yl)propan-2-yl)phenyl)-2-(trifluoromethyl)pyrimidine-4-carboxamide CC=1C(=NOC1)C[C@@H](C)C=1C=C(C=CC1)NC(=O)C1=NC(=NC=C1)C(F)(F)F